5-chloro-N-(6-methoxy-2-methyl-1,2,3,4-Tetrahydroisoquinolin-7-yl)-8-(4-methylpyridin-3-yl)quinazolin-2-amine ClC1=C2C=NC(=NC2=C(C=C1)C=1C=NC=CC1C)NC1=C(C=C2CCN(CC2=C1)C)OC